CCCCCCCCCCCCCCCCCCCCC(=O)O[C@H](CO/C=C\CCCCCCCCCCCCCCCCCC)COP(=O)([O-])OCC[N+](C)(C)C 1-(1Z-eicosenyl)-2-heneicosanoyl-glycero-3-phosphocholine